1-amino-3-fluoro-cyclobutane NC1CC(C1)F